(R,Z)-1-(3-((5-(4,4,4-Trifluoro-1-(3-fluoro-1H-indazol-5-yl)-2-phenylbut-1-en-1-yl)pyridin-2-yl)oxy)piperidin-1-yl)prop-2-en-1-one FC(C/C(=C(\C=1C=C2C(=NNC2=CC1)F)/C=1C=CC(=NC1)O[C@H]1CN(CCC1)C(C=C)=O)/C1=CC=CC=C1)(F)F